4,5-diazaindole N1C=CC2=NN=CC=C12